COC=1C=C(CC=CC=C(C(=O)O)C)C=CC1 5-m-methoxybenzyl-2-methylpentadienoic acid